2,5-dihydro-2,4,5-trimethyloxazol CC1OC(C(=N1)C)C